C(C)(C)(C)[Si](C)(C)O[C@@H](COC1=CC(=CC(=C1)Br)Br)C tert-butyl([[(2R)-1-(3,5-dibromophenoxy)propan-2-yl]oxy])dimethylsilane